C(C)(C)(C)OC(=O)N1C=CC2=C(C(=CC(=C12)C)OC)CN1[C@H](C[C@@]2(CCC(C2)(F)F)CC1)C1=CC=C(C=C1)C(=O)OC 4-(((5r,7r)-2,2-difluoro-7-(4-(methoxycarbonyl)phenyl)-8-azaspiro[4.5]dec-8-yl)methyl)-5-methoxy-7-methyl-1H-indole-1-carboxylic acid tert-butyl ester